ClC1=NC(=CC(=N1)N1C(COCC1)(C)CO)Cl (4-(2,6-dichloropyrimidin-4-yl)-3-methylmorpholine-3-yl)methanol